Dihydroindenone C1(CCC2=CC=CC=C12)=O